C(C=C)[C@]1(C(N(CCN(C1)C(=O)OC(C)(C)C)C(C1=CC=CC=C1)=O)=O)CNC(=O)OC(C)(C)C tert-butyl (S)-6-allyl-4-benzoyl-6-(((tert-butoxycarbonyl)amino)methyl)-5-oxo-1,4-diazepane-1-carboxylate